[Al].C(C)C=1C(=C(C(=C(C1C(C)(C)C)O)C(C)(C)C)CC)C diethyl-(2,6-di-tert-butyl-4-methylphenol) aluminum